2-(trimethylstannyl)thiophene-3-carboxylic acid ethyl ester C(C)OC(=O)C1=C(SC=C1)[Sn](C)(C)C